NCC1=NC=CC(=C1OC)C=1OC2=C(C1)C(=CC=C2)COC2=C(C=CC=C2)CC(=O)O 2-(2-((2-(2-(aminomethyl)-3-methoxypyridin-4-yl)benzofuran-4-yl)methoxy)phenyl)acetic acid